N(=[N+]=[N-])CC1(OC2=C(C1)C=C(C=C2[C@@H](C)N[S@](=O)C(C)(C)C)Cl)C (R)-N-((1R)-1-(2-(azidomethyl)-5-chloro-2-methyl-2,3-dihydrobenzofuran-7-yl)ethyl)-2-methylpropan-2-sulfinamide